C(C)(C)(C)OC(=O)NCCCCC(CC)N1C(=NC2=C1C(=CC=C2)C(N(C)C)=O)NC(=O)C=2C=C(C(=O)OC)C=CC2 methyl 3-((1-(7-((tert-butoxycarbonyl)amino)heptan-3-yl)-7-(dimethylcarbamoyl)-1H-benzo[d]imidazol-2-yl)carbamoyl)benzoate